CC(C(C)C)(C)OO 1,1,2-trimethylpropyl hydroperoxide